NC1=C(C#N)C=CN=C1N1CCCCCC1 3-amino-2-(azepan-1-yl)isonicotinonitrile